[(2S,5R)-5-(5-amino-7,9-difluoro[1,2,4]triazolo[1,5-c]quinazolin-2-yl)-2-methylpiperidin-1-yl][2-(oxetan-3-yl)-2H-1,2,3-triazol-4-yl]methanone NC1=NC=2C(=CC(=CC2C=2N1N=C(N2)[C@@H]2CC[C@@H](N(C2)C(=O)C2=NN(N=C2)C2COC2)C)F)F